OCCN1C=NC2=CC=CC=C2C1=O 3-(2-hydroxyethyl)quinazolin-4(3H)-one